α-methylacrylate CC(C(=O)[O-])=C